O[C@H](COC=1C=C(C=CC1)S(=O)(=O)NCCO)CN[C@H]1COC2(C1)CCN(CC2)S(=O)(=O)C2=CC1=C(OCCN1C)N=C2 3-((S)-2-hydroxy-3-((R)-8-(1-methyl-2,3-dihydro-1H-pyrido[2,3-b][1,4]oxazin-7-ylsulfonyl)-1-oxa-8-azaspiro[4.5]dec-3-ylamino)propoxy)-N-(2-hydroxyethyl)benzenesulfonamide